phthalimide sodium salt [Na].C1(C=2C(C(N1)=O)=CC=CC2)=O